C1C=2C(=C3C(=NC2CCC1)NC=1C=CC=CC13)N 2,3,4,6-tetrahydro-1H-indolo[2,3-b]quinolin-11-amine